2-Carboxy-6-((2-(trimethylsilyl)ethyl)thio)pyridine 1-oxide C(=O)(O)C1=[N+](C(=CC=C1)SCC[Si](C)(C)C)[O-]